(R)-N-(3-(1-((2-amino-5-(1-methyl-1H-pyrazol-4-yl)pyridin-3-yl)oxy)ethyl)phenyl)-1-methylindoline-6-carboxamide NC1=NC=C(C=C1O[C@H](C)C=1C=C(C=CC1)NC(=O)C1=CC=C2CCN(C2=C1)C)C=1C=NN(C1)C